OCC=1SC=C(N1)C1=CC=2N(C=C1)C(=CN2)C(=O)NC2=C(C=CC(=C2)C2=NOC(=N2)C)C 7-(2-(hydroxymethyl)thiazol-4-yl)-N-(2-methyl-5-(5-methyl-1,2,4-oxadiazol-3-yl)phenyl)imidazo[1,2-a]pyridine-3-carboxamide